1-bromo-3'-chloro-4-phenyl-biphenyl ethyl-2-methyl-butyrate C(C)OC(C(CC)C)=O.BrC1(CC=C(C=C1)C1=CC=CC=C1)C1=CC(=CC=C1)Cl